C(COC(C(F)F)(F)F)COC(C(F)F)(F)F 1,3-(1,1,2,2-Tetrafluoroethoxy)propane